COC1=CC(=CC2=C1OC(CO2)C=2C=NC(=CC2)OC)CC2=CNC1=NC=CN=C12 7-((8-methoxy-2-(6-methoxypyridin-3-yl)-2,3-dihydrobenzo[b][1,4]dioxin-6-yl)methyl)-5H-pyrrolo[2,3-b]pyrazine